C[Si](C=C[Si](C1=CC=CC=C1)(N(CC)CC)N(CC)CC)(OC)OC 1-methyldimethoxysilyl-2-bis(diethylamino)phenylsilylethylene